Cl.O1CCN(CC1)C=1C2=C(N=C(N1)NC1=CC(=NN1)C1=NC=CC=C1)C1=C(O2)N=CC=C1 4-Morpholino-N-(3-(pyridin-2-yl)-1H-pyrazol-5-yl)pyrido[3',2':4,5]furo[3,2-d]pyrimidin-2-amine hydrochloride